1-[(2E,5E,9E)-2,6,10-trimethylcyclododeca-2,5,9-trien-1-yl]ethanone C/C=1/C(CC/C(=C/CC/C(=C/C/C1)/C)/C)C(C)=O